FC(C(=O)O)(F)F.CN(CC=1C(=NNC1)C1CCC2(CC(CO2)(C)C)CC1)CCNC methyl[2-(methylamino)ethyl]([3-[(5r,8r)-3,3-dimethyl-1-oxaspiro[4.5]decan-8-yl]-1H-pyrazol-4-yl]methyl)amine trifluoroacetate salt